N-[4-(3-chlorophenoxy)-3-sulfamoylphenyl]-2-(5-methylpyridin-2-yl)acetamide (R)-methyl-2-(((benzyloxy)carbonyl)amino)-3-(3-(2-ethylfuran-3-yl)-5-fluorobenzamido)propanoate COC([C@@H](CNC(C1=CC(=CC(=C1)F)C1=C(OC=C1)CC)=O)NC(=O)OCC1=CC=CC=C1)=O.ClC=1C=C(OC2=C(C=C(C=C2)NC(CC2=NC=C(C=C2)C)=O)S(N)(=O)=O)C=CC1